N1(N=CC=C1)C[C@H]1CN2C=3C(=C(SC3C(N1)=O)C=1C=NNC1)CC(C2)(F)F (R)-7-((1H-pyrazol-1-yl)methyl)-4,4-difluoro-2-(1H-pyrazol-4-yl)-4,5,7,8-tetrahydro-3H-1-thia-5a,8-diazabenzo[cd]azulen-9(6H)-one